2-((4-((2-(dimethylamino)ethyl)(methyl)amino)-2-methoxy-5-nitrophenyl)amino)-8-methyl-6-phenylpyrido[2,3-d]pyrimidin-7(8H)-one CN(CCN(C1=CC(=C(C=C1[N+](=O)[O-])NC=1N=CC2=C(N1)N(C(C(=C2)C2=CC=CC=C2)=O)C)OC)C)C